tri(2-chloro-1-methylethyl)phosphate ClCC(C)OP(=O)(OC(CCl)C)OC(CCl)C